C(C)(C)OC1=C(C=C(C=C1)SC)[N+](=O)[O-] 1-isopropoxy-4-(methylsulfanyl)-2-nitrobenzene